ethyl 1-(6-(4-hydroxyphenyl)quinolin-2-yl)piperidine-4-carboxylate OC1=CC=C(C=C1)C=1C=C2C=CC(=NC2=CC1)N1CCC(CC1)C(=O)OCC